BrC=1C(=C(C=CC1)C1=CC=C(C(=N1)OC)CN(C(OC(C)(C)C)=O)C[C@@H]1C[C@@H](C1)O)Cl tert-butyl ((6-(3-bromo-2-chlorophenyl)-2-methoxypyridin-3-yl)methyl)((cis-3-hydroxycyclobutyl)methyl)carbamate